5-{4-[4-(3,5-dimethylpyridin-2-yl)piperazine-1-carbonyl]-3-fluorophenyl}-5-methoxymethylimidazolidine-2,4-dione CC=1C(=NC=C(C1)C)N1CCN(CC1)C(=O)C1=C(C=C(C=C1)C1(C(NC(N1)=O)=O)COC)F